N[C@@](C(=O)O)(CCCCB(O)O)C1CC(C1)NCC1=C(C(=C(C=C1)C1=CC=C(C=C1)Cl)F)F (S)-2-amino-6-borono-2-((1S,3R)-3-((4'-chloro-2,3-difluorobiphenyl-4-yl)methylamino)cyclobutyl)hexanoic acid